F[B-](F)(F)F.C(C1=CC=CC=C1)N1CN(C=C1)C 1-benzyl-3-methylimidazole tetrafluoroborate